CC1=C(OC2=C(C=C(C=C2C1=O)C)[C@@H](C)NC=1C=CC(=NC1)C#N)C1=CC=CC=C1 5-[[(1R)-1-(3,6-Dimethyl-4-oxo-2-phenyl-chromen-8-yl)ethyl]amino]pyridine-2-carbonitrile